(1R,2S)-4-chloro-2,3-dihydro-1H-inden ClC1=C2CCCC2=CC=C1